6-[8-(1,3-benzothiazol-2-ylcarbamoyl)-3,4-dihydroisoquinolin-2(1H)-yl]-3-(1-{3-[2-(dimethylamino)ethoxy]benzyl}-1H-pyrazol-4-yl)pyridine-2-carboxylic acid S1C(=NC2=C1C=CC=C2)NC(=O)C=2C=CC=C1CCN(CC21)C2=CC=C(C(=N2)C(=O)O)C=2C=NN(C2)CC2=CC(=CC=C2)OCCN(C)C